Br.NC1=CC=C2C(=CC(OC2=C1)=O)C 7-amino-4-methylcoumarin hydrobromide